(S)-3-(hydroxymethyl)piperazine OC[C@@H]1CNCCN1